CN(CCOC=1C=NC(=NC1)CN1N=CC(=C1)B1OC(C(O1)(C)C)(C)C)C N,N-dimethyl-2-[2-[[4-(4,4,5,5-tetramethyl-1,3,2-dioxaborolan-2-yl)pyrazol-1-yl]methyl]pyrimidin-5-yl]oxy-ethanamine